di-n-butyl-bis(acetyl)tin C(CCC)[Sn](C(C)=O)(C(C)=O)CCCC